2-(aminomethyl)-2-(2-fluoro-5-(9-isopropyl-9H-purin-6-yl)phenyl)octanoic acid methyl ester hydrochloride Cl.COC(C(CCCCCC)(C1=C(C=CC(=C1)C1=C2N=CN(C2=NC=N1)C(C)C)F)CN)=O